C1(=CC=CC2=CC3=CC=CC=C3C=C12)N[C@@H](CCCCN)C(=O)O anthranyl-L-lysine